C(C=C)(=O)NCS(=O)(=O)O acrylamidomethanesulfonic acid